2-(1-methyl-1H-pyrazol-4-yl)-6-(piperidin-4-yl)-9H-carbazole CN1N=CC(=C1)C1=CC=2NC3=CC=C(C=C3C2C=C1)C1CCNCC1